6-(1,3-dioxoisoindolin-2-yl)hexanoic acid O=C1N(C(C2=CC=CC=C12)=O)CCCCCC(=O)O